[Si](C1=CC=CC=C1)(C1=CC=CC=C1)(C(C)(C)C)O[C@H]1[C@](CC2(OCCO2)CC1)(C)CNC1=C(C#N)C=CC(=C1)[N+](=O)[O-] ((((7S,8R)-8-((tert-Butyldiphenylsilyl)oxy)-7-methyl-1,4-dioxaspiro[4.5]decan-7-yl)methyl)amino)-4-nitrobenzonitrile